CN(C(CN1N=CC(=C1)NC(CCNC(OC(C)(C)C)=O)=O)=O)CCOC1=CC=C(C=C1)C tert-butyl (3-((1-(2-(methyl(2-(p-tolyloxy)ethyl)amino)-2-oxoethyl)-1H-pyrazol-4-yl)amino)-3-oxopropyl)carbamate